BrC1=CC2=C(S1)C=1SC(=CC1C(C21OCCO1)=O)Br 2,7-dibromo-5H-spiro[benzo[2,1-b:3,4-b']dithiophene-4,2'-[1,3]dioxolan]-5-one